4-Acetoxybicyclo[2.2.2]Octan-1-ol C(C)(=O)OC12CCC(CC1)(CC2)O